tert-butyl N-[(1S)-1-[(4-tert-butoxyphenyl)methyl]-2-hydroxyethyl]carbamate C(C)(C)(C)OC1=CC=C(C=C1)C[C@@H](CO)NC(OC(C)(C)C)=O